(3S,6S)-3-methyl-6-isopropenyl-9-decen-1-ylacetate C[C@@H](CCCC(=O)[O-])CC[C@H](CCC=C)C(=C)C